C1(CC1)C1=C(C=C2CNCC2=C1)NC1=NC=C(C(=N1)C=1SC=C(C1)S(=O)(=O)C)C(F)(F)F 6-cyclopropyl-N-[4-(4-methanesulfonylthiophen-2-yl)-5-(trifluoromethyl)pyrimidin-2-yl]-2,3-dihydro-1H-isoindol-5-amine